C(CCCCCCCCCCCCCCC)[Si](I)(CCCCCCCCCCCCCCCC)CCCCCCCCCCCCCCCC trihexadecyliodosilane